2-(4-{5'-chloro-7'-oxo-7',8'-dihydro-6'H-spiro[cyclohexane-1,9'-furo[2,3-f]quinazoline]-2'-ylmethyl}piperazin-1-yl)pyridine-3-carbonitrile ClC=1C=C2C(=C3C4(NC(NC13)=O)CCCCC4)OC(=C2)CN2CCN(CC2)C2=NC=CC=C2C#N